NC1=CC(=C2C(N(CCCCC[C@@](C3=NN=C(C1=N2)O3)(C(F)(F)F)O)CC3=CC(=CC=C3)C(F)F)=O)C(F)(F)F (6R)-17-amino-12-[[3-(difluoromethyl)phenyl]methyl]-6-hydroxy-6,15-bis(trifluoromethyl)-19-oxa-3,4,12,18-tetrazatricyclo[12.3.1.12,5]nonadeca-1(18),2,4,14,16-pentaen-13-one